C1(=CC=CC=C1)COCC1=NC2=C(C(NC=C2C(F)(F)F)=O)N1 2-(phenylmethoxymethyl)-7-(trifluoromethyl)-3,5-dihydroimidazo[4,5-c]pyridin-4-one